2-N-butyryl-6-O-(L-histidinyl)-D-glucosamine hydrochloride Cl.C(CCC)(=O)N[C@H]1C(O)O[C@@H]([C@H]([C@@H]1O)O)COC([C@@H](N)CC1=CNC=N1)=O